C(C1=CC=CC=C1)N(C(CC1N(C(CC1)=O)CC1=C(C=C(C=C1)Cl)Cl)=O)C N-benzyl-2-[1-[(2,4-dichlorophenyl)methyl]-5-oxopyrrolidin-2-yl]-N-methylacetamid